BrC=1C=C(C(=C(C1)F)Cl)F 5-Bromo-2-chloro-1,3-difluoro-benzene